N-lauroyl-creatine C(CCCCCCCCCCC)(=O)NC(N(CC(=O)O)C)=N